ethyl 5-(3-(4,4-dimethylpent-1-ynyl) phenoxy)-1H-1,2,3-triazole-4-carboxylate CC(CC#CC=1C=C(OC2=C(N=NN2)C(=O)OCC)C=CC1)(C)C